(S)-N-(5-(2,2-dimethyl-2,3-dihydro-[1,4]dioxino[2,3-b]pyridin-6-yl)-4-((4-(3-methoxypiperidin-1-yl)-6-(methylsulfonyl)pyridin-2-yl)amino)pyridin-2-yl)acetamide CC1(OC=2C(=NC(=CC2)C=2C(=CC(=NC2)NC(C)=O)NC2=NC(=CC(=C2)N2C[C@H](CCC2)OC)S(=O)(=O)C)OC1)C